Ethyl 2-((4-chlorophenethyl)amino)-4-methylpyrimidine-5-carboxylate ClC1=CC=C(CCNC2=NC=C(C(=N2)C)C(=O)OCC)C=C1